6-chloro-4-((2-methoxy-3-(1-methyl-1H-1,2,4-triazol-3-yl)phenyl)amino)-N-(trideuteriomethyl)pyridazine-3-carboxamide ClC1=CC(=C(N=N1)C(=O)NC([2H])([2H])[2H])NC1=C(C(=CC=C1)C1=NN(C=N1)C)OC